C1(=CC=CC=C1)C1=NC(=NC(=N1)C1=CC=CC=C1)C=1C=C(C=CC1)C1=CC(=CC=C1)C=1N=C(C2=C(N1)C1=C(S2)C=CC=C1)C1=CC=CC=C1 2-(3'-(4,6-diphenyl-1,3,5-triazin-2-yl)-[1,1-biphenyl]-3-yl)-4-phenylbenzo[4,5]thieno[3,2-d]pyrimidine